2-(oxolan-2-yl)ethanol O1C(CCC1)CCO